FC(C)C=1C=C(C=NC1)N=C(C1=CC=CC=C1)C1=CC=CC=C1 N-[5-(1-fluoroethyl)-3-pyridyl]-1,1-diphenyl-methanimine